OCC12CCOC(C1)(C2)C(=O)OC methyl 5-(hydroxymethyl)-2-oxabicyclo[3.1.1]heptane-1-carboxylate